(3R,4S,5S,6R)-2-[7-chloro-6-(4-cyclopropylbenzyl)-2,3-dihydrobenzofuran-4-yl]-6-(hydroxymethyl)-2-methoxytetrahydro-2H-pyran-3,4,5-triol ClC1=C(C=C(C=2CCOC21)C2(O[C@@H]([C@H]([C@@H]([C@H]2O)O)O)CO)OC)CC2=CC=C(C=C2)C2CC2